BrC1=NN2C(NC3=C(C2=O)C2(CCN(CC2)C(=O)OC(C)(C)C)O[C@@H]3C)=N1 |r| (rac)-tert-butyl 2-bromo-5-methyl-8-oxo-5,8-dihydro-4H-spiro[furo[3,4-d][1,2,4]triazolo[1,5-a]pyrimidine-7,4'-piperidine]-1'-carboxylate